Butyl 4-Methylbenzenesulfonate CC1=CC=C(C=C1)S(=O)(=O)OCCCC